NC1=C(C(=O)OC(C)(C)C)C=C(C=C1)F tert-butyl 2-amino-5-fluorobenzoate